Methyl 2-(4-methyl-2-oxo-1H-quinolin-3-yl)acetate CC1=C(C(NC2=CC=CC=C12)=O)CC(=O)OC